BrC=1C=C(C(=NC1)OCC=O)NS(=O)(=O)C N-(5-bromo-2-(2-oxoethoxy)pyridin-3-yl)methanesulfonamide